6-(methacryloyloxy)hexyltrimethyl-ammonium iodide [I-].C(C(=C)C)(=O)OCCCCCC[N+](C)(C)C